C1(CO1)=O ethanelactone